((2R,3S,4R,5R)-5-(4-aminopyrrolo[2,1-f][1,2,4]triazin-7-yl)-5-cyano-4-hydroxy-3-(2-phenylacetoxy)tetrahydrofuran-2-yl)methyl 3-methylbutanoate CC(CC(=O)OC[C@H]1O[C@@]([C@@H]([C@@H]1OC(CC1=CC=CC=C1)=O)O)(C#N)C1=CC=C2C(=NC=NN21)N)C